SC[C@@H](C)NC(OC(C)(C)C)=O (R)-tert-butyl (1-mercaptopropan-2-yl)carbamate